N-(1-(3-chloro-2-fluorobenzyl)-6-methylisoquinolin-5-yl)-4-((2,4-dimethoxybenzyl)amino)thieno[3,2-d]pyrimidine-7-carboxamide ClC=1C(=C(CC2=NC=CC3=C(C(=CC=C23)C)NC(=O)C2=CSC3=C2N=CN=C3NCC3=C(C=C(C=C3)OC)OC)C=CC1)F